(2R,6R)-N-(8-azabicyclo[3.2.1]octan-3-yl)-6-methyl-4-[8-(trifluoromethyl)-5-quinolyl]morpholine-2-carboxamide C12CC(CC(CC1)N2)NC(=O)[C@H]2CN(C[C@H](O2)C)C2=C1C=CC=NC1=C(C=C2)C(F)(F)F